C(C1=CC=CC=C1)OC=1N(C2=NC=NC=C2N1)[C@H]1C[C@@H]([C@H](O1)CO)O (2R,3S,5R)-5-(8-(benzyloxy)-9H-purin-9-yl)-2-(hydroxymethyl)tetrahydrofuran-3-ol